CNCCCCN N-methyl-butylenediamine